S1C2=C(C=C1)C(=CC=C2)N2CCN(CC2)CCCCOC2=CC=C1C=CC(N(C1=C2)C(CCCCC\C=C/C\C=C/C\C=C/C\C=C/C\C=C/CC)=O)=O 7-(4-(4-(benzo[b]thiophen-4-yl)piperazin-1-yl)butoxy)-1-(7Z,10Z,13Z,16Z,19Z)-docosa-7,10,13,16,19-pentaenoylquinolin-2(1H)-one